C(CCCCCCCCCCCCC)N.[K] potassium tetradecylamine